FC=1C=C(C(=C2CCCC12)NC(=O)N=[S@@](=O)(N)C=1C=NN2C1OCCC2)C2=CC(=NC=C2)OC (S)-N'-((7-fluoro-5-(2-methoxypyridin-4-yl)-2,3-dihydro-1H-inden-4-yl)carbamoyl)-6,7-dihydro-5H-pyrazolo[5,1-b][1,3]oxazine-3-sulfonimidamide